[N+](=O)([O-])C=1C=C(C=CC1)C=1C=NNC1N 4-(3-nitrophenyl)-1H-pyrazol-5-amine